ethyl (2S)-2-[4-bromo-2-(4-ethoxy-4,5-dihydroisoxazol-3-yl)phenoxy]-3-methylbutanoate BrC1=CC(=C(O[C@H](C(=O)OCC)C(C)C)C=C1)C1=NOCC1OCC